4-((1-(tert-butoxycarbonyl)pyrrolidin-3-yl)oxy)picolinate C(C)(C)(C)OC(=O)N1CC(CC1)OC1=CC(=NC=C1)C(=O)[O-]